4-(4-Cyclopropylphenoxy)butanoic acid tert-butyl ester C(C)(C)(C)OC(CCCOC1=CC=C(C=C1)C1CC1)=O